1-(1-hexadecyl)-3-octyl-imidazole C(CCCCCCCCCCCCCCC)N1CN(C=C1)CCCCCCCC